pyridine saccharine salt S1(=O)(=O)NC(=O)C2=CC=CC=C12.N1=CC=CC=C1